ClC1=C(OCC=2C=C(C=CC2)C=2CN(CC2)CC2=NC3=C(N2C[C@H]2OCC2)C=C(C=C3)C(=O)O)C=CC(=C1)Cl 2-[(3-{3-[(2,4-dichlorophenoxy)methyl]phenyl}-2,5-dihydro-1H-pyrrol-1-yl)methyl]-1-{[(2S)-oxetan-2-yl]methyl}-1H-1,3-benzodiazole-6-carboxylic acid